2,3,6-Trifluoro-5-(3-(methyl((2,4,5,6-tetrahydrocyclopenta[c]pyrazol-3-yl)methyl)amino)-1,2,4-oxadiazol-5-yl)phenol FC1=C(C(=C(C=C1F)C1=NC(=NO1)N(CC1=C2C(=NN1)CCC2)C)F)O